FC1=C(C=CC(=C1O)F)B(O)O (2,4-Difluoro-3-hydroxyphenyl)boronic acid